C(CC)[N+](CCCCCCCCCCCCCCCCCC)(C)C propyldimethyl-octadecyl-ammonium